ClC=1C=C(C=CC1)C1=CC=C2C(CCOC2=C1)NC(O[C@@H]1CN2CCC1CC2)=O (S)-quinuclidin-3-yl (7-(3-chlorophenyl)chroman-4-yl)carbamate